N'-(1,1-dioxotetrahydrothiophen-3-yl)acrylohydrazide O=S1(CC(CC1)NNC(C=C)=O)=O